2'-chloro-N-[5-(4-chloro-5-ethyl-1-methyl-1H-pyrazole-3-carbonyl)-4H,5H,6H-pyrrolo[3,4-d][1,3]thiazol-2-yl]-5'-methoxy-6-methyl-[4,4'-bipyridine]-3-carboxamide ClC1=NC=C(C(=C1)C1=C(C=NC(=C1)C)C(=O)NC=1SC2=C(N1)CN(C2)C(=O)C2=NN(C(=C2Cl)CC)C)OC